5-(1-(3,5-dibromophenyl)-3-methylcyclobutyl)-4-methyl-4H-1,2,4-triazole-3-thiol BrC=1C=C(C=C(C1)Br)C1(CC(C1)C)C=1N(C(=NN1)S)C